The molecule is an organic heterotricyclic compound, that is 3,4-dihydro-2H-[1,4]thiazino[2,3-g]quinoline-5,10 dione S,S-dioxide substituted at position 7 by a carboxyl group. It is an anti-inflmmatory alkaloid obtained from Aplidium. It has a role as a metabolite and an anti-inflammatory agent. It is a monocarboxylic acid, an alkaloid, an organic heterotricyclic compound, a sulfone and a member of p-quinones. C1CS(=O)(=O)C2=C(N1)C(=O)C3=C(C2=O)C=CC(=N3)C(=O)O